3-(5-cyclopropyl-1,3,4-oxadiazol-2-yl)-4-[(3R)-3-hydroxy-3-(5-methylisoxazol-3-yl)but-1-ynyl]-2,6-dimethyl-1H-pyrrolo[2,3-c]pyridin-7-one C1(CC1)C1=NN=C(O1)C1=C(NC=2C(N(C=C(C21)C#C[C@](C)(C2=NOC(=C2)C)O)C)=O)C